1-(2-biphenylyl)-4-hydroxy-10,10-dimethyl-3-(2,2,2-Trifluoroethan-1-one-1-yl)-10H-indeno[3,2-g]quinolin-2(1H)-one C1(=C(C=CC=C1)N1C(C(=C(C2=CC3=C(C=C12)C(C1=CC=CC=C13)(C)C)O)C(C(F)(F)F)=O)=O)C1=CC=CC=C1